(4-(diphenylamino)phenyl)phosphonic acid C1(=CC=CC=C1)N(C1=CC=C(C=C1)P(O)(O)=O)C1=CC=CC=C1